C(C)OC(=O)N(C1(CC1)C1=CC(=C(C=C1)F)C(F)(F)F)C[C@@H]1N(CCC1)C(=O)OC(C)(C)C tert-butyl (R)-2-(((ethoxycarbonyl)(1-(4-fluoro-3-(trifluoromethyl)phenyl) cyclopropyl)amino)methyl)pyrrolidine-1-carboxylate